O=C(CCOC[C@H](C)NC1=C(C(NN=C1)=O)C(F)(F)F)N1C[C@H]2N(C3=C(OC2)C=C(C=N3)C(F)(F)F)CC1 5-(((S)-1-(3-oxo-3-((R)-3-(trifluoromethyl)-6a,7,9,10-tetrahydropyrazino[1,2-d]pyrido[3,2-b][1,4]oxazin-8(6H)-yl)propoxy)prop-2-yl)amino)-4-(trifluoromethyl)pyridazin-3(2H)-one